(E)-5-(1-trityl-1H-imidazol-4-yl)pent-4-enoic Acid C(C1=CC=CC=C1)(C1=CC=CC=C1)(C1=CC=CC=C1)N1C=NC(=C1)/C=C/CCC(=O)O